FC1=CC2=C(OCOC2)C(=C1)CC1(C(N(C(=C(C1)C(=O)N(C)C)C)C1=CC(=CC=C1)C(F)(F)F)=O)C(=O)N 3-[(6-fluoro-4H-1,3-benzodioxin-8-yl)methyl]-N5,N5,6-trimethyl-2-oxo-1-[3-(trifluoromethyl)phenyl]-1,2-dihydropyridine-3,5-dicarboxamide